ClC=1C=C2C(=NC(N3C2=C(C1C1=C(C=C(C=C1)F)F)SC[C@H]3C)=O)N3[C@H](CNCC3)C (3R)-9-chloro-10-(2,4-difluorophenyl)-3-methyl-7-((S)-2-methylpiperazin-1-yl)-2H-[1,4]thiazino[2,3,4-ij]quinazolin-5(3H)-one